C1=CC(=CC=C1N(CCCl)CCCl)Br 4-bromo-N,N-bis(2-chloroethyl)aniline